COC(CCC=1C=C(C=CC1)C1=C(OC2=C1C=C(C=C2)OC(F)(F)F)C(=O)O)=O 3-(3-(3-methoxy-3-oxopropyl)phenyl)-5-(trifluoromethoxy)benzofuran-2-carboxylic acid